C(CCC)N1N=NN=C1C(N1CCN(CC1)C(=O)OCC1=CC=CC=C1)C1=CC(=CC=C1)O benzyl 4-((1-butyl-1H-tetrazol-5-yl)(3-hydroxyphenyl)methyl)piperazine-1-carboxylate